BrC=1C=CC(=NC1)C1(CC1)C(=O)O 1-(5-bromopyridin-2-yl)cyclopropane-1-carboxylic acid